NC=1C=2N(C3=CC(=CC=C3N1)C(=O)N([C@@H]1COC3=NC(=CC=C31)C(F)(F)F)C)C=NC2C (S)-4-amino-N,3-dimethyl-N-(6-(trifluoromethyl)-2,3-dihydrofuro[2,3-b]pyridin-3-yl)imidazo[1,5-a]quinoxaline-8-carboxamide